monononyl-phenothiazine C(CCCCCCCC)C1=CC=CC=2SC3=CC=CC=C3NC12